2-ADAMANTYL-ACETIC ACID C12C(C3CC(CC(C1)C3)C2)CC(=O)O